C1(CC1)C(=O)N1C=2C=CC(=NC2C(CC1)O)C(C)NC(C1=CC=C(C=C1)F)=O N-(1-(5-(cyclopropanecarbonyl)-8-hydroxy-5,6,7,8-tetrahydro-1,5-naphthyridin-2-yl)ethyl)-4-fluorobenzamide